1-azabicyclo[2.2.2]octan-4-ol N12CCC(CC1)(CC2)O